O=C1C(=CC(=NN1)C(C)OCCC(=O)N1CCN(CC1)C1=NC=C(C#N)C=C1)C(F)(F)F 6-(4-(3-(1-(6-oxo-5-(trifluoromethyl)-1,6-dihydropyridazin-3-yl)ethoxy)propanoyl)piperazin-1-yl)nicotinonitrile